C(C)NC(=O)C1=CC(=NC(=C1)C=1N=NN(C1)C=1C(=C(C(=O)O)C=CC1)C)C=1N=NN(C1)C=1C(=C(C(=O)O)C=CC1)C 4'-((4-(ethylcarbamoyl)pyridin-2,6-diyl)bis(1H-1,2,3-triazole-4,1-diyl))bis(2-methylbenzoic acid)